8-(2-Fluorophenoxy)-1-methyl-1,2,3,4-tetrahydroquinolin-2-one FC1=C(OC=2C=CC=C3CCC(N(C23)C)=O)C=CC=C1